[Pd+2].C1(=CC=CC=C1)P([C-]1C=CC=C1)C1=CC=CC=C1.[C-]1(C=CC=C1)P(C1=CC=CC=C1)C1=CC=CC=C1.[Fe+2] [1,1'-bis(di-phenylphosphino)ferrocene] Palladium (II)